sodium N,N-dimethyl-thiocarboxamide propanesulfonate C(CC)S(=O)(=O)[O-].CN(C=S)C.[Na+]